6-(3-Aminophenyl)-5-(4-(4-isopropylpiperazin-1-yl)phenyl)-7,8-dihydronaphthalen-2-ol NC=1C=C(C=CC1)C1=C(C=2C=CC(=CC2CC1)O)C1=CC=C(C=C1)N1CCN(CC1)C(C)C